FC(COC=1C=CC2=NNC(C(=C2N1)C1=CC=C(C=C1)OC(F)F)=O)F 6-(2,2-difluoroethoxy)-4-(4-(difluoromethoxy)phenyl)pyrido[3,2-c]pyridazin-3(2H)-one